N-(4-chloro-2-pyridyl)-2-methyl-pyrimidin-4-amine ClC1=CC(=NC=C1)NC1=NC(=NC=C1)C